FC1=C(OCC(=O)NCCCCCCCCCCC(=O)N2CCN(CC2)C=2C=C3C(N(C(C3=CC2F)=O)C2C(NC(CC2)=O)=O)=O)C(=CC=C1F)C=1N=C(SC1)N1CCOCC1 2-(2,3-difluoro-6-(2-morpholinothiazol-4-yl)phenoxy)-N-(11-(4-(2-(2,6-dioxopiperidin-3-yl)-6-fluoro-1,3-dioxoisoindolin-5-yl)piperazin-1-yl)-11-oxoundecyl)acetamide